C(C)(C)(C)OC(=O)N1CCC(CC1)(C(NCC#C)=O)C1=CC=C(C=C1)Br.FC1=CNC2=NC=CC(=C21)C2=CC=C(C=C2)C2(CCNCC2)C=2OC(=CN2)C 2-(4-(4-(3-fluoro-1H-pyrrolo[2,3-b]pyridin-4-yl)phenyl)piperidin-4-yl)-5-methyloxazole tert-butyl-4-(4-bromophenyl)-4-(prop-2-yn-1-ylcarbamoyl)piperidine-1-carboxylate